O=C1NC(CCC1N1C(C2=CC=CC(=C2C1=O)N1CCC(CC1)CN1CC(C1)C(=O)O)=O)=O 1-({1-[2-(2,6-dioxopiperidin-3-yl)-1,3-dioxoisoindol-4-yl]piperidin-4-yl}methyl)azetidine-3-carboxylic acid